3-(3-hydroxycyclohex-1-en-1-yl)-5-methyl-2-phenyl-6-(quinolin-6-yl)pyrazolo[1,5-a]pyrimidin-7(4H)-one OC1C=C(CCC1)C=1C(=NN2C1NC(=C(C2=O)C=2C=C1C=CC=NC1=CC2)C)C2=CC=CC=C2